4-methyl-N-(1-propylimidazol-4-yl)-3-[2-(3-pyridinyl)ethynyl]benzamide ethyl-(E)-4-((tert-butoxycarbonyl)amino)-5-phenylpent-2-enoate C(C)OC(\C=C\C(CC1=CC=CC=C1)NC(=O)OC(C)(C)C)=O.CC1=C(C=C(C(=O)NC=2N=CN(C2)CCC)C=C1)C#CC=1C=NC=CC1